O[C@@H]1CC[C@@]2([C@H]3C[C@@H]([C@@]4([C@H](CC[C@H]4[C@@H]3[C@@H](C[C@@H]2C1)O)[C@@H](CCC(=O)O)C)C)O)C (R)-4-((3R,5S,7R,8R,9S,10S,12S,13R,14S-17R)-3,7,12-trihydroxy-10,13-dimethylhexadecahydro-1H-cyclopenta[a]phenanthren-17-yl)pentanoic acid